COC1=NC2=CC=CC=C2C=C1C1=NN=C(O1)[C@H](CCCCCC(CC)=O)NC(=O)C1=NOC2(C1)CCN(CC2)S(=O)(=O)C (S)-N-(1-(5-(2-Methoxychinolin-3-yl)-1,3,4-oxadiazol-2-yl)-7-oxononyl)-8-(methylsulfonyl)-1-oxa-2,8-diazaspiro[4.5]dec-2-en-3-carboxamid